COCC=1C=C(C=CC1)NC(=O)C=1C=C(SC1)C(=O)NC1=CC(=CC=C1)NS(=O)(=O)C N4-(3-(methoxymethyl)phenyl)-N2-(3-(methylsulfonamido)phenyl)thiophene-2,4-dicarboxamide